C1(CCCCC1)N(C(=O)N[C@H](C(=O)NC1=CC2=C(C=N1)C1(CCOCC1)C(N2)=O)C2CCC(CC2)C)C (2S)-2-{[Cyclohexyl(methyl)-carbamoyl]amino}-2-(4-methylcyclohexyl)-N-(2-oxospiro[1H-pyrrolo[3,2-c]pyridine-3,4'-oxane]-6-yl)acetamide